ditert-butyl-diazinon C(C)(C)(C)C(OP(=S)(OC(C)C(C)(C)C)OC1=NC(=NC(=C1)C)C(C)C)C